OCC1=CC=CC=2C=C(C(OC21)C(F)(F)F)C(=O)O 8-hydroxymethyl-2-trifluoromethyl-2H-benzopyran-3-carboxylic acid